2-((1R,6R)-6-aminocyclohex-3-en-1-yl)-5-chloro-N-(furan-2-ylmethyl)-3-methylthieno[3,2-b]pyridin-7-amine N[C@@H]1CC=CC[C@H]1C1=C(C2=NC(=CC(=C2S1)NCC=1OC=CC1)Cl)C